N-(1-methylpiperidin-4-yl)-2-[3-(phenylamino)prop-1-yn-1-yl]-1-(2,2,2-trifluoroethyl)-1H-indol-4-amine CN1CCC(CC1)NC=1C=2C=C(N(C2C=CC1)CC(F)(F)F)C#CCNC1=CC=CC=C1